C(OC(C(C)C)C1=CC(OC2=CC(=CC=C12)N(CC)CC)=O)(OC1=CC=C(C=C1)[N+](=O)[O-])=O 1-(7-(diethylamino)-2-oxo-2H-chromen-4-yl)-2-methylpropyl (4-nitrophenyl) carbonate